COC=1C(=C(C(=CC1)C)C1=C(C(=CC2=C1N=CN2)C#N)NCC2=CC=C(C=C2)OC)C 7-(3-Methoxy-2,6-dimethyl-phenyl)-6-[(4-methoxyphenyl)methylamino]-3H-benzimidazole-5-carbonitrile